COC(C1=CC(C(=O)OC)=C(C=C1O)O)=O 4,6-dihydroxyIsophthalic Acid Dimethyl Ester